C(C=C)(=O)N[C@@H]1CN(CCC1)C1=C2C(=C(NC2=C(C=C1F)C(=O)N)C)C (S)-4-(3-acrylamidopiperidin-1-yl)-5-fluoro-2,3-dimethyl-1H-indole-7-carboxamide